N1(CCCCC1)C=1C2=C(N=C(N1)N(CCO)CCO)C(=NC(=N2)N(CCO)CCO)N2CCCCC2 2,2',2'',2'''-[[4,8-Di(piperidin-1-yl)pyrimido[5,4-d]pyrimidine-2,6-diyl]dinitrilo]tetraethanol